C(C)(C)(C)OC(=O)N1CC2(C1)C(CC2)=O 5-oxo-2-azaspiro[3.3]heptane-2-carboxylic acid tert-butyl ester